N1(N=CN=C1)C1CN(C1)C(CN1C(=NC2=C1C=C(C(=C2)F)F)N2C[C@H]([C@@H](CC2)F)N)=O 1-(3-(1H-1,2,4-Triazol-1-yl)azetidin-1-yl)-2-(2-((3R,4R)-3-amino-4-fluoropiperidin-1-yl)-5,6-difluoro-1H-benzo[d]imidazol-1-yl)ethanon